O1C(OCC1)C=1C(=NC(=NC1SC)C)CC(=O)NC1(CC1)C(F)F 2-(5-(1,3-dioxolan-2-yl)-2-methyl-6-(methylthio)pyrimidin-4-yl)-N-(1-(difluoromethyl)cyclopropyl)acetamide